(1S,3R)-N1-[6-chloro-2-(trifluoromethyl)quinolin-4-yl]cyclohexane-1,3-diamine ClC=1C=C2C(=CC(=NC2=CC1)C(F)(F)F)N[C@@H]1C[C@@H](CCC1)N